COC(CC1CN(CC1)C1=NC(=NC=2C(CCCC12)(F)F)SC)=O.N1(C=NC=C1)C=1N=CNC1 4-(imidazol-1-yl)imidazole methyl-2-(1-(8,8-difluoro-2-(methylthio)-5,6,7,8-tetrahydroquinazolin-4-yl)pyrrolidine-3-yl)acetate